NC1=C(C(=CC(=N1)C1=CC(=C(C=C1)C1=CN(C(O1)=O)[C@@H]1C(NC(CC1)=O)=O)F)C)C (S)-3-(5-(4-(6-amino-4,5-dimethylpyridin-2-yl)-2-fluorophenyl)-2-oxooxazol-3(2H)-yl)piperidine-2,6-dione